C(CCC)OC(COCCOCCOCCO)(OCCCC)O dibutoxytetraethyleneglycol